(1-(3-cyclohexyl-2-oxo-7-(trifluoromethyl)indolin-3-yl)-1,2,3,6-tetra-hydropyridin-4-yl)boronic acid C1(CCCCC1)C1(C(NC2=C(C=CC=C12)C(F)(F)F)=O)N1CCC(=CC1)B(O)O